C(#C)C=1SC=C(N1)C(=O)N(C1=CC(=CC(=C1)OC(F)(F)F)OC)[C@H]1C(N(CC1)C(C)C)=O (R)-2-Ethynyl-N-(1-isopropyl-2-oxopyrrolidin-3-yl)-N-(3-methoxy-5-(trifluoromethoxy)phenyl)thiazole-4-carboxamide